1,4,5,6-tetrahydrocyclopenta[b]pyrrole-2-carboxylic acid N1C2=C(C=C1C(=O)O)CCC2